O1CC=NC=CC1 2,7-dihydro-1,4-oxazepine